N-[5-(5-cyano-1,3-thiazol-2-yl)-4-fluoro-2-[rac-(3R,5S)-3,4,5-trimethylpiperazin-1-yl]phenyl]-6-oxo-4-(trifluoromethyl)-1H-pyridine-3-carboxamide C(#N)C1=CN=C(S1)C=1C(=CC(=C(C1)NC(=O)C1=CNC(C=C1C(F)(F)F)=O)N1C[C@H](N([C@H](C1)C)C)C)F |r|